C(C)(C)(C)C1CCC(CC1)OOC1CCC(CC1)C(C)(C)C.C(O)(O)=O carbonic acid-bis(4-tert-butyl-cyclohexyl)-peroxyester